diheptafluoro-n-propyl peroxydicarbonate C(=O)(OC(C(C(F)(F)F)(F)F)(F)F)OOC(=O)OC(C(C(F)(F)F)(F)F)(F)F